C(CC)=[N+](CCCC)[O-] N-propylidenebutylamine-N-oxide